4-(3-(3-amino-8-azabicyclo[3.2.1]octane-8-carbonyl)-1-(2-fluoro-4-isopropylphenyl)-1H-pyrazol-5-yl)-2-fluorobenzonitrile NC1CC2CCC(C1)N2C(=O)C2=NN(C(=C2)C2=CC(=C(C#N)C=C2)F)C2=C(C=C(C=C2)C(C)C)F